9-[(2R,4S,5R)-4-[(tert-butyldimethylsilyl)oxy]-5-ethynyl-5-(hydroxymethyl)oxolan-2-yl]-2-{[(4-methoxyphenyl)diphenylmethyl]amino}-1H-purin-6-one [Si](C)(C)(C(C)(C)C)O[C@H]1C[C@@H](O[C@@]1(CO)C#C)N1C=2N=C(NC(C2N=C1)=O)NC(C1=CC=CC=C1)(C1=CC=CC=C1)C1=CC=C(C=C1)OC